[Cl-].C(CCCCCCC\C=C/CCCCCCCC)C(C[N+](C)(C)CCCCCCCCCCCCCCCC)O oleyl-cetyl-dimethylhydroxyethyl-ammonium chloride